N-ethyl-4-(6-isopropyl-5-(1-methyl-1H-pyrrolo[2,3-b]pyridin-3-yl)-4H-pyrrolo[3,2-d]thiazol-2-yl)-N-methylcyclohexan-1-amine C(C)N(C1CCC(CC1)C=1SC2=C(N1)C(=C(N2)C2=CN(C1=NC=CC=C12)C)C(C)C)C